4-chloro-6-(cyclopropylmethyl)-1-methyl-1H-pyrazolo[3,4-d]Pyrimidine ClC1=C2C(=NC(=N1)CC1CC1)N(N=C2)C